5-[(4-Chlorophenyl)methyl]-2,2-dimethylcyclopentanone ClC1=CC=C(C=C1)CC1CCC(C1=O)(C)C